(+/-)-tert-butyl (1-(2-(1-ethyl-1H-indol-2-yl)-1-methyl-1H-benzo[d]imidazole-5-carbonyl)-4-hydroxypiperidin-3-yl)carbamate C(C)N1C(=CC2=CC=CC=C12)C1=NC2=C(N1C)C=CC(=C2)C(=O)N2CC(C(CC2)O)NC(OC(C)(C)C)=O